FC1=C(C=C(C=C1)F)N1CC(CC1)CNC(OC(C)(C)C)=O tert-butyl (1-(2,5-difluorophenyl)pyrrolidin-3-yl)methylcarbamate